3-(4-Cyano-3-(trifluoromethyl)phenyl)-N-(4-nitrophenyl)-2-(trifluoromethyl)oxazolidin-5-carboxamid C(#N)C1=C(C=C(C=C1)N1C(OC(C1)C(=O)NC1=CC=C(C=C1)[N+](=O)[O-])C(F)(F)F)C(F)(F)F